BrC=1N=C2C=3C=C(C=NC3C=CN2C1C)C=1C=NN(C1)[C@@H]1CN(CC1)C(=O)OC(C)(C)C tert-butyl (S)-3-(4-(2-bromo-3-methylimidazo[2,1-f][1,6]naphthyridin-9-yl)-1H-pyrazol-1-yl)pyrrolidine-1-carboxylate